4-(2-methoxyphenyl)-6-methyl-N-[5-(1,2,4-oxadiazole-3-carbonyl)-4H,5H,6H-pyrrolo[3,4-d][1,3]thiazol-2-yl]pyridine-3-carboxamide COC1=C(C=CC=C1)C1=C(C=NC(=C1)C)C(=O)NC=1SC2=C(N1)CN(C2)C(=O)C2=NOC=N2